C(=C)C1=C(C=CC=C1)O ortho-vinyl-phenol